C(C1=CC=CC=C1)O[C@@H]1[C@H]([C@@H](O[C@H]([C@@H]1OCC1=CC2=CC=CC=C2C=C1)CO)O[C@@H]1[C@H]([C@H](OCC=C)O[C@@H]([C@@H]1N=[N+]=[N-])C)NC(C(Cl)(Cl)Cl)=O)NC(C(Cl)(Cl)Cl)=O Allyl (3-O-benzyl-2-deoxy-4-O-(2-naphthylmethyl)-2-trichloroacetamido-α-L-altropyranosyl)-(1→3)-4-azido-2-trichloroacetamido-2,4,6-trideoxy-β-D-galactopyranoside